OC=1C2=C(N=C(N1)NC(=O)OC)C(=NN2CC=2C(=CC(=NC2)C=2CCN(CC2)C(=O)OC(C)(C)C)OC)I tert-butyl 5-((7-hydroxy-3-iodo-5-((methoxycarbonyl) amino)-1H-pyrazolo[4,3-d]pyrimidin-1-yl) methyl)-4-methoxy-3',6'-dihydro-[2,4'-bipyridine]-1'(2'H)-carboxylate